(3R,4R) and (3S,4S)-4-(2-amino-6-chloro-3,4-dihydroquinazolin-7-yl)-3-hydroxypiperidine-1-carboxylic acid tert-butyl ester C(C)(C)(C)OC(=O)N1C[C@@H]([C@H](CC1)C1=C(C=C2CNC(=NC2=C1)N)Cl)O |r|